7-((5-(8-cyanoquinolin-5-yl)-3-methyl-5,6-dihydropyrrolo[3,4-c]pyrazol-1(4H)-yl)methyl)-3,4-dihydro-2,6-naphthyridine-2(1H)-carboxylic acid tert-butyl ester C(C)(C)(C)OC(=O)N1CC2=CC(=NC=C2CC1)CN1N=C(C2=C1CN(C2)C2=C1C=CC=NC1=C(C=C2)C#N)C